ClC1=CC=C(C=C1)[C@@H]1CN(CC1)C=O ((R)-3-(4-chlorophenyl)pyrrolidin-1-yl)methanone